(2-chloro-3-methoxyphenyl)-[rac-(7R,9aR)-7-(4-chlorophenyl)-7-fluoro-3,4,6,8,9,9a-hexahydro-1H-pyrido[1,2-a]pyrazin-2-yl]methanone ClC1=C(C=CC=C1OC)C(=O)N1C[C@@H]2N(CC1)C[C@](CC2)(F)C2=CC=C(C=C2)Cl |r|